8-(trifluoromethoxy)-4,5-dihydronaphtho[2,1-d]isoxazol-3-amine FC(OC1=CC=C2CCC=3C(=NOC3C2=C1)N)(F)F